COC(CC1=C(C=C(C(=C1)OC)OC)CCCCO)=O 2-(2-(4-hydroxybutyl)-4,5-dimethoxyphenyl)acetic acid methyl ester